9-(4-(2H-1,2,3-triazol-2-yl)benzyl)-2-(2-isopropylpyridin-3-yl)-7,9-dihydro-8H-purin-8-one N=1N(N=CC1)C1=CC=C(CN2C3=NC(=NC=C3NC2=O)C=2C(=NC=CC2)C(C)C)C=C1